O1[C@@H](COCC1)COC1=C(C=C(C=C1)F)C1CCN(CC1)[C@@H]1COC2(CNC2)C1 (S)-7-(4-(2-(((S)-1,4-dioxan-2-yl)methoxy)-5-fluorophenyl)piperidin-1-yl)-5-oxa-2-azaspiro[3.4]octane